4-[2-(dimethylamino)ethyl]-4-(4-hydroxyphenyl)cyclohex-2,5-dien-1-one CN(CCC1(C=CC(C=C1)=O)C1=CC=C(C=C1)O)C